C(#N)C(C(=O)OCC(CO)C)C#N 2-Methyl-1,3-propandiol dicyanoacetat